1-[(1R)-2-fluoro-1,2-dimethyl-propyl]imidazo[4,5-c]quinoline FC([C@@H](C)N1C=NC=2C=NC=3C=CC=CC3C21)(C)C